2,5-dibromothiazolo[5,4-d]thiazole BrC=1SC=2N=C(SC2N1)Br